(1S,2S)-N-[7-methyl-6-[4-((S)-3-methyltetrahydrofuran-3-yl)piperazin-1-yl]-3-isoquinolyl]-2-[1-methyl-5-(trifluoromethyl)pyrazol-4-yl]cyclopropanecarboxamide CC1=C(C=C2C=C(N=CC2=C1)NC(=O)[C@@H]1[C@H](C1)C=1C=NN(C1C(F)(F)F)C)N1CCN(CC1)[C@@]1(COCC1)C